PhenylThioSulfonate C1(=CC=CC=C1)S(=S)(=O)[O-]